ClC=1C(=CC=C2N=CC(=NC12)C=1C=NN(C1)C1CCN(C2(CC2)C1)CC(F)(F)F)OC=1C=CC2=C(NC(=N2)C)C1F 8-chloro-7-[(7-fluoro-2-methyl-1H-1,3-benzodiazol-6-yl)oxy]-2-{1-[4-(2,2,2-trifluoroethyl)-4-azaspiro[2.5]octan-7-yl]-1H-pyrazol-4-yl}quinoxaline